methyl 2-[1-(4-cyanophenyl)-4-hydroxy-4-piperidyl]acetate C(#N)C1=CC=C(C=C1)N1CCC(CC1)(O)CC(=O)OC